4-[4-amino-8-(trans-4-aminocyclohexyloxy)-5,5-dimethyl-6H-benzo[H]quinazolin-7-yl]valeronitrile NC1=NC=NC=2C3=C(CC(C12)(C)C)C(=C(C=C3)O[C@@H]3CC[C@H](CC3)N)C(CCC#N)C